isobutylguanine C(C(C)C)NC=1NC(C=2NC=NC2N1)=O